O1C=CN=CC=CC=C1 [1,4]oxazonin